2,3-dihydroimidazo[1,2-c]Quinazolin-5-amine N=1CCN2C(=NC=3C=CC=CC3C21)N